methyl 3-(6-(pyridin-4-yl)-1-((2-(trimethylsilyl)ethoxy)methyl)-1H-benzo[d]imidazol-2-yl)-1-((2-(trimethylsilyl) ethoxy)methyl)-1H-indazole-5-carboxylate N1=CC=C(C=C1)C=1C=CC2=C(N(C(=N2)C2=NN(C3=CC=C(C=C23)C(=O)OC)COCC[Si](C)(C)C)COCC[Si](C)(C)C)C1